C(N)(OC(C(=O)N(C)C1=CC=C(C=C1)OC)CC1=CC=CC=C1)=O (1-((4-methoxyphenyl) (methyl) amino)-1-oxo-3-phenylpropan-2-yl) carbamate